(7-(2-(4-(6-fluorobenzothiophen-4-yl)piperazin-1-yl)ethyl)-2-oxo-3,4-dihydroquinoline-1(2H)-yl)methylquinoline-6-carboxylate FC1=CC2=C(C=CS2)C(=C1)N1CCN(CC1)CCC1=CC=C2CCC(N(C2=C1)COC(=O)C=1C=C2C=CC=NC2=CC1)=O